(1s,4s)-4-((4-(2-(tert-butyl)-4-(3-((2,6-difluorophenyl)sulfonamido)-2-fluorophenyl)thiazol-5-yl)pyrimidin-2-yl)amino)cyclohexane-1-carboxylic acid C(C)(C)(C)C=1SC(=C(N1)C1=C(C(=CC=C1)NS(=O)(=O)C1=C(C=CC=C1F)F)F)C1=NC(=NC=C1)NC1CCC(CC1)C(=O)O